N[C@H](C(=O)O)C(C)C (S)-2-amino-3-methylbutanoic acid